5-(2-chloropyridin-3-yl)-3-methylenedihydrofuran-2(3H)-one ClC1=NC=CC=C1C1CC(C(O1)=O)=C